5-cyclopropyl-2-[5-(ethanesulfonyl)-6'-(1-fluorovinyl)-[3,3'-bipyridin]-6-yl]-3-methyl-6-(trifluoromethyl)imidazo[4,5-c]pyridin-4-one C1(CC1)N1C(C2=C(C=C1C(F)(F)F)N=C(N2C)C2=C(C=C(C=N2)C=2C=NC(=CC2)C(=C)F)S(=O)(=O)CC)=O